7-chloro-N-(6-(difluoromethoxy)-5-fluoro-2-methoxypyridin-3-yl)imidazo[1,2-a]pyridine-3-sulfonamide ClC1=CC=2N(C=C1)C(=CN2)S(=O)(=O)NC=2C(=NC(=C(C2)F)OC(F)F)OC